P(=O)(OC(N)=O)([O-])[O-] carbamoyl phosphate